C1(=CC=CC=C1)C=1N(N=C2C=CC=CC12)C1=CC=C(C=C1)C(F)(F)F 3-Phenyl-2-(4-(trifluoromethyl)Phenyl)-2H-indazole